Triisopentylsilyl acrylate C(C=C)(=O)O[Si](CCC(C)C)(CCC(C)C)CCC(C)C